CN1C(C=C(C=C1)N1N=NC=C1)=O 1-(1-methyl-2-oxo-1,2-dihydropyridin-4-yl)-1H-1,2,3-triazole